N[C@@H]1CN(CC1)C(=O)C1=C(C=C(C=C1)NC=1C=2N(C=CN1)C(=CN2)C=2C(=NNC2)C(F)(F)F)Cl [(3S)-3-aminopyrrolidin-1-yl]-[2-chloro-4-[[3-[3-(trifluoromethyl)-1H-pyrazol-4-yl]imidazo[1,2-a]pyrazin-8-yl]amino]phenyl]methanone